6-Chloro-2,4-dimethyl-4,9-dihydro-10H-pyrimido[5,4-b]thiazolo[5,4-e][1,4]diazepin-10-one ClC=1N=CC=2NC(C3=C(N(C2N1)C)SC(=N3)C)=O